C[C@@H]1CN(C(=CC1)C1=CC2=CC=CC=C2C=C1)C(=O)OC(C)(C)C tert-butyl (3S)-3-methyl-6-(2-naphthyl)-3,4-dihydro-2H-pyridine-1-carboxylate